CC1(O[C@@H]([C@@H](O1)C)C)C cis-2,2,4,5-tetramethyl-1,3-dioxolane